1-(1-oxo-isoindolin-4-yl)dihydropyrimidine-2,4(1H,3H)-dione O=C1NCC2=C(C=CC=C12)N1C(NC(CC1)=O)=O